N1C(=NC2=C1C=CC=C2)C2=CC(CC2(C)C)=O 3-(1H-benzo[d]imidazol-2-yl)-4,4-dimethylcyclopent-2-en-1-one